COC1=CC=C(CN2N=C(N=C2C2CNCCO2)C2=CC=CC=C2)C=C1 2-(1-(4-Methoxybenzyl)-3-phenyl-1H-1,2,4-triazol-5-yl)morpholin